COC=1C=C(C=CC1NCC#CC=1N(C2=CC=CC(=C2C1)NC1CCN(CC1)C)CC(F)(F)F)S(=O)(=O)N 3-methoxy-4-[(3-{4-[(1-methylpiperidin-4-yl)amino]-1-(2,2,2-trifluoroethyl)-1H-indol-2-yl}prop-2-yn-1-yl)amino]benzene-1-sulfonamide